(4-methoxy-3-nitrophenoxy)-4-(trifluoromethyl)pyridine Methyl-(S)-3-(2-(((R)-2-(3-fluorophenyl)-2-hydroxyethyl)amino)-2-methylpropyl)piperidine-1-carboxylate COC(=O)N1C[C@@H](CCC1)CC(C)(C)NC[C@H](O)C1=CC(=CC=C1)F.COC1=C(C=C(OC2=NC=CC(=C2)C(F)(F)F)C=C1)[N+](=O)[O-]